(S)-1-(4-fluorophenyl)fluoroethane-1-amine FC1=CC=C(C=C1)[C@@](C)(N)F